O[C@H]1C[C@H](CC1)C(=O)OC methyl cis-3-hydroxycyclopentane-1-carboxylate